(4-amino-7-fluoro-1,3-dihydrofuro[3,4-c]quinolin-8-yl)((5S)-5-methyl-2-(1'-methyl-3H-spiro[benzofuran-2,4'-piperidin]-6-yl)piperidin-1-yl)methanone NC1=NC=2C=C(C(=CC2C2=C1COC2)C(=O)N2C(CC[C@@H](C2)C)C2=CC1=C(CC3(CCN(CC3)C)O1)C=C2)F